Perfluoro-(7-cyano-5-methyl-3,6-dioxa-1-heptene) FC(=C(OC(C(OC(C#N)(F)F)(C(F)(F)F)F)(F)F)F)F